C(C)(C)(C)OC(N(C)C1CCC(CC1)CC#N)=O N-[4-(cyanomethyl)cyclohexyl]-N-methyl-carbamic acid tert-butyl ester